BrCC1=C2C=CN(C2=CC(=C1)F)S(=O)(=O)C 4-(bromomethyl)-6-fluoro-1-(methylsulfonyl)-1H-indole